5-methyl-1-[5-(triethoxysilyl)pentyl]-1H-tetrazole CC1=NN=NN1CCCCC[Si](OCC)(OCC)OCC